4-acetoxycyclohexanecarboxylic acid C(C)(=O)OC1CCC(CC1)C(=O)O